N-((1S,3R)-3-((2'-(benzyloxy)-[1,1'-biphenyl]-3-yl)methyl)-3-(4-(chloromethyl)oxazol-2-yl)cyclopentyl)methanesulfonamide C(C1=CC=CC=C1)OC1=C(C=CC=C1)C1=CC(=CC=C1)C[C@]1(C[C@H](CC1)NS(=O)(=O)C)C=1OC=C(N1)CCl